N-[6-(1-methyl-1H-indazol-6-yl)-1H-indol-4-yl]prop-2-enamide CN1N=CC2=CC=C(C=C12)C1=CC(=C2C=CNC2=C1)NC(C=C)=O